4-(trifluoromethyl)benzohydrazide-2,3,6-d FC(C1=C(C(=C(C(=O)NN)C(=C1)[2H])[2H])[2H])(F)F